FC1(C[C@@]12CC1=CCCN1C2)F (1R,7a'R)-2,2-difluoro-dihydro-1'H,3'H-spiro[cyclopropan-1,2'-pyrrolizine]